methyl 2-[(2S)-2-({5-[(1S)-1-[(5-chloro-2-methylpyridin-3-yl)amino]ethyl]thiophen-2-yl}formamido)-3-cyclopentylpropanamido]acetate ClC=1C=C(C(=NC1)C)N[C@@H](C)C1=CC=C(S1)C(=O)N[C@H](C(=O)NCC(=O)OC)CC1CCCC1